CN(C=1C=C(C=CC1F)C=1C=C2CC(C(C2=CC1)NC(O[C@@H]1CN2CCC1CC2)=O)(C)C)C (S)-quinuclidin-3-yl (5-(3-(dimethylamino)-4-fluorophenyl)-2,2-dimethyl-2,3-dihydro-1H-inden-1-yl)carbamate